C(CCCCCC(C)(C)C)(=O)[O-].C(CCCCCC(C)(C)C)(=O)[O-].[Sn+2].O[C@H]1[C@H](O[C@@]2([C@@H](CCO2)NC(=O)C2=COC3=C2C=CC=C3)[C@@H]([C@H]1N1N=NC(=C1)C1=CC(=C(C(=C1)F)F)F)O)CO N-((4r,5s,7r,8r,9s,10r)-8,10-dihydroxy-7-(hydroxymethyl)-9-(4-(3,4,5-trifluorophenyl)-1H-1,2,3-triazol-1-yl)-1,6-dioxaspiro[4.5]dec-4-yl)benzofuran-3-carboxamide tin bis(neodecanoate)